2-(2-((5-(1-aminoisoquinolin-5-yl)-1-cyclobutyl-1H-indazol-3-yl)methoxy)-4-methylphenyl)acetic acid NC1=NC=CC2=C(C=CC=C12)C=1C=C2C(=NN(C2=CC1)C1CCC1)COC1=C(C=CC(=C1)C)CC(=O)O